5-((1-((2S)-2-(aminomethyl)-7-fluoro-2,3-dihydrobenzo[b][1,4]dioxin-5-yl)ethyl)amino)pyrazolo[1,5-a]pyrimidine-3-carboxylic acid NC[C@H]1COC2=C(O1)C=C(C=C2C(C)NC2=NC=1N(C=C2)N=CC1C(=O)O)F